trans-N-(3-amino-2,4-difluorophenyl)-5-(3-(4-bromophenyl)-2,2-dichloropropane-1-carboxamido)-2-chlorobenzamide NC=1C(=C(C=CC1F)NC(C1=C(C=CC(=C1)NC(=O)CC(CC1=CC=C(C=C1)Br)(Cl)Cl)Cl)=O)F